(S)-N-((R)-1-(4-carbamimidoylthiophen-2-yl)ethyl)-7-((3-fluoro-5-(p-tolyl)picolinoyl)glycyl)-1,4-dioxa-7-azaspiro[4.4]nonane-8-carboxamide C(N)(=N)C=1C=C(SC1)[C@@H](C)NC(=O)[C@H]1N(CC2(OCCO2)C1)C(CNC(C1=NC=C(C=C1F)C1=CC=C(C=C1)C)=O)=O